2-(((4-methoxy-3,5-dimethylpyridin-2-yl)methyl)amino)-1-propyl-1H-benzo[d]imidazole-5-carboxylic acid COC1=C(C(=NC=C1C)CNC1=NC2=C(N1CCC)C=CC(=C2)C(=O)O)C